O1CCC(=CC1)C=1C(C(=C(N(C1C)C)C)C(=O)NC1=CC(=C(C=C1)OC1=CC=NC2=CC(=CN=C12)OCCOC)F)=O 5-(3,6-Dihydro-2H-pyran-4-yl)-N-[3-fluoro-4-[[7-(2-methoxyethoxy)-1,5-naphthyridin-4-yl]oxy]phenyl]-1,2,6-trimethyl-4-oxopyridine-3-carboxamide